(2S,6S)-4-[8-(2,6-difluorophenyl)-5,11-dimethyl-3,4,7,9,12-pentazatricyclo[8.4.0.02,6]tetradeca-1(10),2(6),4,7,11,13-hexaen-13-yl]-2,6-dimethyl-morpholine FC1=C(C(=CC=C1)F)C1=NC=2C(=NNC2C=2C=C(N=C(C2N1)C)N1C[C@@H](O[C@H](C1)C)C)C